5-p-methylphenyl-2-mercapto-1,3,4-oxadiazole CC1=CC=C(C=C1)C1=NN=C(O1)S